(E)-N-methyl-N-(1-(3-(4-(3-(p-tolyl)acryloyl)phenoxy)propyl)piperidin-4-yl)ethanesulfonamide CN(S(=O)(=O)CC)C1CCN(CC1)CCCOC1=CC=C(C=C1)C(\C=C\C1=CC=C(C=C1)C)=O